1-methyl-7-methylsulfonyl-3-(6-oxo-1,2,3,4,7,8,9,9a-octahydroquinolizin-2-yl)-4H-pyrimido[4,5-d]pyrimidin-2-one CN1C(N(CC=2C1=NC(=NC2)S(=O)(=O)C)C2CC1CCCC(N1CC2)=O)=O